FC(C1=NN=C(S1)C1=CN=C2N1C=C(C=C2N2C[C@@H]1N(COCC1)CC2)S(=O)(=O)NC2(CC2)C)F (R)-3-(5-(difluoromethyl)-1,3,4-thiadiazol-2-yl)-8-(hexahydro-2H,6H-pyrazino[1,2-c][1,3]oxazin-2-yl)-N-(1-methylcyclopropyl)imidazo[1,2-a]pyridine-6-sulfonamide